2-((3-fluoro-5-nitropyridin-2-yl)oxy)cyclohexanol FC=1C(=NC=C(C1)[N+](=O)[O-])OC1C(CCCC1)O